N[C@](C(=O)OC(C)C)(CC(C)(C)C)C1=C(C=C(C=C1)OC)F isopropyl (R)-2-amino-2-(2-fluoro-4-methoxyphenyl)-4,4-dimethylpentanoate